tert-butyl (3R,4R)-3-ethoxy-4-(3-(trifluoromethyl)phenoxy)piperidine-1-carboxylate C(C)O[C@@H]1CN(CC[C@H]1OC1=CC(=CC=C1)C(F)(F)F)C(=O)OC(C)(C)C